N-[(1-aminocyclopropyl)methyl]Cyclopropanecarboxamide NC1(CC1)CNC(=O)C1CC1